(1R,3S,4S)-2-(isobutylsulfonyl)-3-(5-(2-(pyridin-4-yl)ethyl)-4H-1,2,4-triazol-3-yl)-2-azabicyclo[2.2.1]heptane C(C(C)C)S(=O)(=O)N1[C@@H]2CC[C@H]([C@H]1C1=NN=C(N1)CCC1=CC=NC=C1)C2